2-((1r,4r)-4-(2-(1H-imidazol-2-yl)-6-(phenylsulfonyl)imidazo[4,5-d]Pyrrolo[2,3-b]Pyridin-1(6H)-yl)cyclohexyl)acetonitrile N1C(=NC=C1)C1=NC=2C(=C3C(=NC2)N(C=C3)S(=O)(=O)C3=CC=CC=C3)N1C1CCC(CC1)CC#N